4'-acetylguanosine C(C)(=O)[C@]1([C@H]([C@H]([C@@H](O1)N1C=NC=2C(=O)NC(N)=NC12)O)O)CO